C(C)OC1=C(C=CC(=C1)NCC)C1(OC(=O)C2=CC=CN=C12)C1=C(N(C2=CC=CC=C12)CC)C 3-[2-Ethoxy-4-(N-ethylamino)phenyl]-3-(1-ethyl-2-methylindol-3-yl)-4-azaphthalide